CC[C@@]12[C@H](CC[C@H]1[C@@H]1CCC3=CC=CC[C@@H]3[C@H]1C(C2)=C)O 18-methyl-11-methyleneestra-2,4-dien-17beta-ol